ClC=1C=2N(C=C(C1C)C=1NC3=CC=C(C=C3C1C(C)C)C1CCN(CC1)CC(C)(O)C)C=CN2 1-(4-(2-(8-chloro-7-methylimidazo[1,2-a]pyridin-6-yl)-3-isopropyl-1H-indol-5-yl)piperidin-1-yl)-2-methylpropan-2-ol